(3S)-11-(2,4-difluorophenyl)-3-(methyl(2,2,2-trifluoroethyl)amino)-10-(trifluoromethyl)-3,4-dihydro-2H,6H-[1,4]thiazepino[2,3,4-ij]quinazoline-6,8(7H)-dione FC1=C(C=CC(=C1)F)C1=C(C=C2C(NC(N3C2=C1SC[C@H](C3)N(CC(F)(F)F)C)=O)=O)C(F)(F)F